C(CCCCCCC)(=O)OCCCN(C(C=CC(NCCOCCN(C)C)=O)=O)CCCOC(CCCCCCC)=O 2-methyl-9,12-dioxo-13-{3-[(1-oxooctyl) oxy] propyl}-5-oxa-2,8,13-triazahexadec-10-en-16-yl octanoate